aminomercury dichloride N[Hg](Cl)Cl